N[C@H](C(=O)N)C[C@@H]1OCCCNC1=O (2S)-2-amino-3-[(2S)-3-oxo-1,4-oxaazepan-2-yl]propanamide